ClC=1C=C(C=CC1C(=O)N1CCN(CC1)C(=O)C1CCNCC1)NC(=O)C=1N(C(=CN1)C=1C(=NN(C1)C=1C=NNC1C)C(F)(F)F)C N-[3-chloro-4-[4-(piperidine-4-carbonyl)piperazine-1-carbonyl]phenyl]-1-methyl-5-[1-(5-methyl-1H-pyrazol-4-yl)-3-(trifluoromethyl)pyrazol-4-yl]imidazole-2-carboxamide